5-trifluoromethyl-8-quinolinamine FC(C1=C2C=CC=NC2=C(C=C1)N)(F)F